CC=1C=C(C=C2C=NNC12)C[C@@H](C(=O)N1CCCCC1)CC(=O)N1CCC(CC1)N1C(NC2=CC=CC=C2C1)=O |r| (±)-2-(7-Methyl-1H-indazol-5-ylmethyl)-4-[4-(2-oxo-1,4-dihydro-2H-quinazolin-3-yl)-piperidin-1-yl]-1-piperidin-1-yl-butane-1,4-dione